(1R,3S)-3-{5-[2-(4-fluoro-2-formyl-3-hydroxyphenoxy)acetamido]-2H-pyrazol-3-yl}cyclopentyl N-isopropylcarbamate C(C)(C)NC(O[C@H]1C[C@H](CC1)C=1NN=C(C1)NC(COC1=C(C(=C(C=C1)F)O)C=O)=O)=O